[Na+].P(OC)([O-])[O-].[Na+] methyl phosphite sodium salt